CC(C(C)=O)CCC1C(C(CC1)C)(C)C (1'R)-3-methyl-5-(2,2,3-trimethylcyclopent-1-yl)-2-pentanone